O=C1CC[C@H](N1)CCNCC=1N=C2N(C(C1)=O)C=CC=C2 (((2-((S)-5-oxopyrrolidin-2-yl)ethyl)amino)methyl)-4H-pyrido[1,2-a]pyrimidin-4-one